(S)-N-(2,6-dioxopiperidin-3-yl)-6-methoxy-2H-spiro[benzofuran-3,4'-piperidine]-5-carboxamide O=C1NC(CC[C@@H]1NC(=O)C=1C(=CC2=C(C1)C1(CCNCC1)CO2)OC)=O